3-(quinolin-8-yl)prop-2-en-1-one N1=CC=CC2=CC=CC(=C12)C=CC=O